BrC=1N=C(C(=NC1)N)OCC1=C(C=NC=C1)C 5-bromo-3-((3-methylpyridin-4-yl)methoxy)pyrazin-2-amine